C12(CCC3CC=CC=C13)C=CC1=CC=CC=C12 tetrahydro-1,1'-spirobi[indene]